N-[[(2S)-2-(3-cyanophenyl)oxetan-2-yl]methyl]spiro[3.4]octane-8-carboxamide C(#N)C=1C=C(C=CC1)[C@]1(OCC1)CNC(=O)C1CCCC12CCC2